FC(F)(F)[N+]1(CCCCC1)C1=CC=CC=C1 trifluoromethylphenylpiperidinium